1-[[3-(3-chlorophenyl)oxetan-3-yl]methyl]-3-(cyclopentylmethyl)urea ClC=1C=C(C=CC1)C1(COC1)CNC(=O)NCC1CCCC1